N-(2-((Dimethylamino)methyl)quinolin-8-yl)-3-hydroxybenzenesulfonamide CN(C)CC1=NC2=C(C=CC=C2C=C1)NS(=O)(=O)C1=CC(=CC=C1)O